NC=1C(=C(N(N1)C1=NC=C(C=C1)C#N)C(C)N(C(C1=CC(=CC(=C1)C(F)(F)F)C(F)(F)F)=O)C)C#N N-[1-[5-amino-4-cyano-2-(5-cyano-2-pyridinyl)pyrazol-3-yl]ethyl]-N-methyl-3,5-bis(trifluoromethyl)benzamide